S(=O)([O-])[O-].[NH4+].C(CCCCCCCCCCCCCCC)C(C(C)(C)O)OCCO.[NH4+] hexadecyl-dimethyl-diethylene glycol ammonium sulfite